1-(4-Chloro-6-methoxy-1,3,5-triazin-2-yl)-1-(2-(dodecanoyloxy)ethyl)piperidin-1-ium perchlorat Cl(=O)(=O)(=O)[O-].ClC1=NC(=NC(=N1)OC)[N+]1(CCCCC1)CCOC(CCCCCCCCCCC)=O